5-chloro-3-(2-methylpyridin-3-yl)-9,10-dihydro-3H-7-oxa-1,3,6,10-tetraazacyclohepta[de]naphthalen-2(8H)-one ClC1=CC=2N(C(N=C3C2C(=N1)OCCN3)=O)C=3C(=NC=CC3)C